(S)-(3R,4R)-(3R,4R)-4-[4-(2-{[5-chloro-1-(2,2-difluorocyclopropyl)-1H-pyrazol-4-yl]amino}-6-methylquinazolin-7-yl)-3-fluoropiperidin-1-yl]oxolan-3-ol ClC1=C(C=NN1[C@@H]1C(C1)(F)F)NC1=NC2=CC(=C(C=C2C=N1)C)[C@@H]1[C@H](CN(CC1)[C@H]1[C@H](COC1)O)F